3,3-Dibutyl-5-(4-fluorophenyl)-8-hydroxy-7-(methylthio)-2,3,4,5-tetrahydro-1,5-benzothiazepine 1,1-dioxide C(CCC)C1(CS(C2=C(N(C1)C1=CC=C(C=C1)F)C=C(C(=C2)O)SC)(=O)=O)CCCC